N1(CCCCC1)N1C(N=CC2=C1N=CC=C2)=O piperidin-1-yl-pyrido[2,3-d]pyrimidin-2(1H)-one